NC1=NC2=CC=CC(=C2C=N1)C=1C(=C(C=CC1F)NS(=O)(=O)C=1C(=NC=C(C1)Cl)OC)F N-[3-(2-aminoquinazolin-5-yl)-2,4-difluorophenyl]-5-chloro-2-methoxypyridine-3-sulfonamide